C(C)OC(C)=O Acetic ethyl ester